[2H]CC([2H])([2H])[C@@]([2H])([C@@]([2H])(C(=O)O)N([2H])[2H])C([2H])([2H])[2H] isoleucine-d10